BrC1=C(C=C(C(=C1)COC(C)(C)OC)Cl)COC(C)(C)OC 1-bromo-4-chloro-2,5-bis(((2-methoxypropane-2-yl)oxy)methyl)benzene